[Si](OOCC)(OOCC)(OOCC)OOCC Tetraethoxy silicate